C(C)(C)(C)C1=CC=C(C=C1)N(C(=O)C1=CN=CN1)C(C(=O)NC1CCCCC1)C=1C(=NC(=CC1)C(F)(F)F)Cl N-(4-tert-butylphenyl)-N-[1-[2-chloro-6-(trifluoromethyl)-3-pyridyl]-2-(cyclohexylamino)-2-oxo-ethyl]-1H-imidazole-5-carboxamide